6-(Benzylmethoxy)-8-fluoro-7-[(2-methoxy-2-oxoethyl)(trifluoroacetyl)amino]-3,4-dihydroisoquinoline-2(1H)-carboxylic acid tert-butyl ester C(C)(C)(C)OC(=O)N1CC2=C(C(=C(C=C2CC1)OCCC1=CC=CC=C1)N(C(C(F)(F)F)=O)CC(=O)OC)F